2-chloroEthyl oxazole-4-carboxylate O1C=NC(=C1)C(=O)OCCCl